CC1=NC(=CC(=C1)C=1C=C(N)C=CC1OC1=CC=C(C=C1)F)C 3-(2,6-dimethylpyridin-4-yl)-4-(4-fluorophenoxy)aniline